Cl.OC1CN(C1)C(CC=1C=C2CCC(NC2=CC1)C1=CC=CC=C1)=O 1-(3-hydroxyazetidine-1-yl)-2-(2-phenyl-1,2,3,4-tetrahydroquinoline-6-yl)ethane-1-one hydrochloride